ethoxynaphthyltrimethoxysilane C(C)OCO[Si](OC)(OC)C1=CC=CC2=CC=CC=C12